C(C1=CC=CC=C1)SC1=C(C=C(C=C1)NC([C@H](CC1=CC=CC=C1)NC(OC(C)(C)C)=O)=O)C#N tert-butyl (S)-1-(4-(benzylsulfanyl)-3-cyanophenylamino)-1-oxo-3-phenylprop-2-ylcarbamate